CN(\C=C/C=O)C (Z)-3-(dimethylamino)prop-2-enal